C1COCCN1C(=N)N morpholinoamidine